[C@H]12CN(C[C@H](CC1)N2)C2=NC(=NC=1C(N(N=CC12)C1=CC(=CC2=CC=C(C(=C12)F)F)O)=O)OC([2H])([2H])[C@H]1N(CCC1)C 4-((1R,5S)-3,8-Diazabicyclo[3.2.1]octan-3-yl)-7-(7,8-difluoro-3-hydroxynaphthalen-1-yl)-2-(((S)-1-methylpyrrolidin-2-yl)methoxy-d2)pyrimido[4,5-d]pyridazin-8(7H)-one